3-(9H-carbazole-9-yl)phenyl-boronic acid C1=CC=CC=2C3=CC=CC=C3N(C12)C=1C=C(C=CC1)B(O)O